ethyl 6-chloro-4-(4-(1-cyanocyclopropyl)phenyl)quinoline-3-carboxylate ClC=1C=C2C(=C(C=NC2=CC1)C(=O)OCC)C1=CC=C(C=C1)C1(CC1)C#N